C1=C2C=3C=CC=CC3C3=C(C2=CC=C1)C=CC=C3 Benzphenanthren